bromo-3,5-difluoro-[1,1'-biphenyl]-4-carbonitrile BrC1=C(C=C(C(=C1F)C#N)F)C1=CC=CC=C1